FC1=NC=CC(=C1)NC1=NC(=NC(=N1)NC(C)C)C1=CC=CC=C1 N2-(2-fluoropyridin-4-yl)-N4-isopropyl-6-phenyl-1,3,5-triazine-2,4-diamine